C(#N)C1=NC=CC(=C1)C=1SC(=C(N1)CC)C(=O)O 2-(2-cyanopyridin-4-yl)-4-ethylthiazole-5-carboxylic acid